(S)-(3-(1H-indazol-5-yl)-4-(pyrrolidin-3-yloxy)phenyl)(4-(3-fluoro-5-(piperazin-1-yl)phenoxy)piperidin-1-yl)methanone dihydrochloride Cl.Cl.N1N=CC2=CC(=CC=C12)C=1C=C(C=CC1O[C@@H]1CNCC1)C(=O)N1CCC(CC1)OC1=CC(=CC(=C1)N1CCNCC1)F